(3-(3-(3,4-difluoro-2-methoxyphenyl)-5-methyl-5-(trifluoromethyl)tetrahydrothiophene-2-carboxamido)-4-fluorophenyl)boric acid FC=1C(=C(C=CC1F)C1C(SC(C1)(C(F)(F)F)C)C(=O)NC=1C=C(C=CC1F)OB(O)O)OC